FC1=CNC2=NC=CC(=C21)C=2C=CC(=C(C2)C2=CC=C(C=C2)CN)C2CCNCC2 (5'-(3-fluoro-1H-pyrrolo[2,3-b]pyridin-4-yl)-2'-(piperidin-4-yl)-[1,1'-biphenyl]-4-yl)methanamine